penta(triethylsiloxy)-4-methoxyflavan-3,4-diol C(C)[Si](OC1=C(C(=C2C(C(C(OC2=C1)(C1=CC=CC=C1)O[Si](CC)(CC)CC)(O)O[Si](CC)(CC)CC)(O)OC)O[Si](CC)(CC)CC)O[Si](CC)(CC)CC)(CC)CC